C[C@H]1N(CCOC1)C1=NC2=C(N=CC=C2C(=C1)C1=CSC(=C1)C)C1=CC=NN1 2-[(3R)-3-methylmorpholin-4-yl]-4-(5-methylthiophen-3-yl)-8-(1H-pyrazol-5-yl)-1,7-naphthyridine